CC(CC(C)O)CCC=C(CC)C 4,8-dimethyldec-7-en-2-ol